C1(CCCC1)NC(=O)N1CC2=CC(=CC=C2C(C1)(C)C)N1CCN(CC1)C1CCCC1 N-cyclopentyl-7-(4-cyclopentylpiperazin-1-yl)-4,4-dimethyl-3,4-dihydroisoquinoline-2(1H)-carboxamide